4-(methylsulfonyl)phenylacetamide CS(=O)(=O)C1=CC=C(C=C1)CC(=O)N